CC=1SC=C(N1)N1N=CC(=C1)CC(=O)OCC ethyl 2-[1-(2-methyl-1,3-thiazol-4-yl)-1H-pyrazol-4-yl]acetate